BrCC1=CC(=NC(=C1)OCC)N(C)C 4-(bromomethyl)-6-ethoxy-N,N-dimethylpyridine-2-amine